8-(5-(trifluoromethyl)pyridin-2-yl)imidazo[1,2-a]pyrazine-6-carboxamide FC(C=1C=CC(=NC1)C=1C=2N(C=C(N1)C(=O)N)C=CN2)(F)F